4-((E)-4-(6-methylpyridin-3-yl)but-3-enamido)-N-(2-amino-4-fluorophenyl)benzamide CC1=CC=C(C=N1)/C=C/CC(=O)NC1=CC=C(C(=O)NC2=C(C=C(C=C2)F)N)C=C1